N-(1-hydroxy-2-methylpropan-2-yl)-3-((2S)-2-hydroxy-3-(8-(naphthalen-2-ylsulfonyl)-1-oxa-8-azaspiro[4.5]dec-3-ylamino)propoxy)benzenesulfonamide OCC(C)(C)NS(=O)(=O)C1=CC(=CC=C1)OC[C@H](CNC1COC2(C1)CCN(CC2)S(=O)(=O)C2=CC1=CC=CC=C1C=C2)O